FC1(CC(C1)OCC(=O)O)F 2-(3,3-difluorocyclobutyloxy)acetic acid